N1(CCNCC1)CC1=CC=C(C=C1)O 4-((piperazin-1-yl)methyl)phenol